C(C)(C)C1=NC2=CC(=CC=C2C(N1NC(C(C)C1=CC=C(C=C1)C(F)(F)F)=O)=O)C(F)(F)F N-(2-Isopropyl-4-oxo-7-trifluoromethyl-4H-quinazolin-3-yl)-2-(4-trifluoromethyl-phenyl)-propionamide